tert-butyl 2-(3-((3-(cyclopropyl (4-(furan-3-yl) benzyl) amino)-3-oxopropyl) amino) phenoxy)-2-methylpropionate C1(CC1)N(C(CCNC=1C=C(OC(C(=O)OC(C)(C)C)(C)C)C=CC1)=O)CC1=CC=C(C=C1)C1=COC=C1